[Pb](Br)Br.C(=O)[NH3+] formamidium lead bromide